8,9,10-trihydroxy-7-hydroxymethyl-3-methyl-6-oxa-1,3-diazaspiro[4.5]decane-2,4-dione OC1C(OC2(C(N(C(N2)=O)C)=O)C(C1O)O)CO